(E)-1-(2-propylphenyl)ethan-1-one oxime C(CC)C1=C(C=CC=C1)/C(/C)=N/O